FC=1C=C(C=C(C1OC1=CC=NC2=CC(=C(C=C12)OC)OCCO)F)C1=NC=CC=C1C(=O)N (3,5-difluoro-4-((7-(2-hydroxyethoxy)-6-methoxyquinolin-4-yl)oxy)phenyl)pyridine-3-carboxamide